FC=1C=C(C=C(C1)F)C1N=C(COC1)NNC(=O)OC methyl 2-(5-(3,5-difluorophenyl)-5,6-dihydro-2H-1,4-oxazin-3-yl)hydrazine-1-carboxylate